gold-copper ethyne C#C.[Cu].[Au]